BrC=1C(=CSC1)N1CC(C1)C(=O)N(C)[C@H]1COCC=2NC(C=3C=C(C(=CC3C21)F)F)=O (R)-1-(4-bromothiophen-3-yl)-N-(8,9-difluoro-6-oxo-1,4,5,6-tetrahydro-2H-pyrano[3,4-c]isoquinolin-1-yl)-N-methylazetidin-3-carboxamide